ClC1=C(C=CC(=C1)CNCC1CC1)N1C=NC(=C1)C1=NC(=NC=C1C(F)(F)F)NC1CCN(CC1)S(=O)(=O)C 4-(1-(2-Chloro-4-(((cyclopropylmethyl)-amino)methyl)phenyl)-1H-imidazol-4-yl)-N-(1-(methylsulfonyl)-piperidin-4-yl)-5-(trifluoromethyl)-pyrimidin-2-amine